P(=O)(OCCOC(C=C)=O)([O-])[O-] mono(2-acryloyloxyethyl) phosphate